NC1=C(C(=O)OCC)C=CC(=C1F)C1=NC=CC2=CC=CC(=C12)C#N ethyl 2-amino-4-(8-cyanoisoquinolin-1-yl)-3-fluorobenzoate